6-bromo-1-(2-(3-(2-hydroxyethyl)azetidin-1-yl)-2-oxoethyl)-3-trityl-1,3-dihydro-2H-imidazo[4,5-b]Pyridin-2-one BrC=1C=C2C(=NC1)N(C(N2CC(=O)N2CC(C2)CCO)=O)C(C2=CC=CC=C2)(C2=CC=CC=C2)C2=CC=CC=C2